CC1=C2C(=NC=3CCCCC13)CN(C2)C(CC2CN(C2)C=2C=NC=CC2)=O 1-(9-Methyl-1,3,5,6,7,8-hexahydro-pyrrolo[3,4-b]quinolin-2-yl)-2-(1-pyridin-3-yl-azetidin-3-yl)-ethanone